C(=O)O.ClC=1C=C2CCCN(C2=C(C1)C1=C2C(=NC=C1)C=C(S2)CN2C(N(C=CC2=O)C)=O)[C@@H]2CNCC2 (S)-3-((7-(6-chloro-1-(pyrrolidin-3-yl)-1,2,3,4-tetrahydroquinolin-8-yl)thieno[3,2-b]pyridin-2-yl)methyl)-1-methylpyrimidine-2,4(1H,3H)-dione, formic acid salt